C(#N)C1=CC=C(C(=O)NC=2C=C3C(=NN(C3=CC2)COCC[Si](C)(C)C)C2=CC(=CC=C2)[N+](=O)[O-])C=C1 4-cyano-N-(3-(3-nitrophenyl)-1-((2-(trimethylsilyl)ethoxy)methyl)-1H-indazol-5-yl)benzamide